(1-(7-(7,8-difluoro-3-(methoxymethoxy)naphthalen-1-yl)-8-fluoro-2-(((2R,7aS)-2-fluorohexahydro-1H-pyrrolizin-7a-yl)methoxy)pyrido[4,3-d]pyrimidin-4-yl)piperidin-3-yl)methanesulfonamide FC1=CC=C2C=C(C=C(C2=C1F)C1=C(C=2N=C(N=C(C2C=N1)N1CC(CCC1)CS(=O)(=O)N)OC[C@]12CCCN2C[C@@H](C1)F)F)OCOC